(4-Formyl-3-styrylphenyl)acetamide C(=O)C1=C(C=C(C=C1)CC(=O)N)C=CC1=CC=CC=C1